FC=1C=C2C=C(C(=NC2=CC1)N1CCC(CC1)F)C(=O)NC1=CC(=NC=C1)S(N)(=O)=O 6-fluoro-2-(4-fluoropiperidin-1-yl)-N-(2-sulfamoylpyridin-4-yl)quinoline-3-carboxamide